C(C1=CC=CC=C1)OC1=C(C2=CC=CC=C2C=C1)C=C(C(=O)NN)OC1=CC=CC=C1 ((2-(benzyloxy)naphthalen-1-yl)methylene)-2-phenoxyacethydrazide